4-hydroxybenzenesulphonamide OC1=CC=C(C=C1)S(=O)(=O)N